ClC1=CC(=C(COC2=CC=C(C=C2)NC(=O)C2=COC3=C2C=C(C(=C3)C3=NN=NN3)F)C=C1)F N-(4-((4-chloro-2-fluorobenzyl)oxy)phenyl)-5-fluoro-6-(1H-tetrazol-5-yl)benzofuran-3-carboxamide